3-(4-(bromomethyl)phenyl)-5-(trifluoromethyl)-1,2,4-oxadiazole BrCC1=CC=C(C=C1)C1=NOC(=N1)C(F)(F)F